FC1=C(NCC2=CC=C(C=C2)C2=NOC(=N2)C(F)(F)F)C=CC=C1 2-fluoro-N-{4-[5-(trifluoromethyl)-1,2,4-oxadiazol-3-yl]benzyl}aniline